2-phenoxy-5-hydroxy-8-bromo-1,7-naphthyridine-6-carboxylic acid ethyl ester C(C)OC(=O)C=1C(=C2C=CC(=NC2=C(N1)Br)OC1=CC=CC=C1)O